C(C)(C)C1=C(NC2=CN=C(C(=C21)C)C2CCN(CC2)CC(=O)NC)C=2C=C(C=1N(C2)N=CN1)OC 2-(4-(3-isopropyl-2-(8-methoxy-[1,2,4]triazolo[1,5-a]pyridin-6-yl)-4-methyl-1H-pyrrolo[2,3-c]pyridin-5-yl)piperidin-1-yl)-N-methylacetamide